OC1=C(N(N=C1C)CCC1=CC=CC=C1)C=1N=C(N(N1)C)N1N=C(C=2C1=CN=C(C2)C)C(=O)N 1-[5-[4-Hydroxy-5-methyl-2-(2-phenylethyl)pyrazol-3-yl]-2-methyl-1,2,4-triazol-3-yl]-5-methyl-pyrazolo[3,4-c]pyridine-3-carboxamide